Glyceraldehyde 3-phosphonate P(O)(=O)OCC(C=O)O